C1=CC=C2C=C3C=C4C=C5C(=CC4=CC3=CC2=C1)C=CC(=O)C5=O pentaceneQuinone